Cl.FC=1C(=CC=2C3=C(C=NC2C1)N(C(C31CCC1)=O)C)C=1C=C(C(=NC1)N1CC(C1)NC(C)C)NS(=O)(=O)C N-(5-(7'-Fluoro-3'-methyl-2'-oxo-2',3'-dihydrospiro[cyclobutane-1,1'-pyrrolo[2,3-c]quinolin]-8'-yl)-2-(3-(isopropylamino)azetidin-1-yl)pyridin-3-yl)methanesulfonamide hydrochloride